C(CC)(=O)OC1=C(C(=CC=C1)C(C1=CC=CC=C1)=O)CCCC=C Pent-4-en-1-yl-(3-benzoyl phenyl) propanoate